7-bromo-6-(3,4-dichlorophenyl)sulfanyl-1-[[4-(dimethyl-carbamoyl)phenyl]methyl]indole-2-carboxylic acid BrC=1C(=CC=C2C=C(N(C12)CC1=CC=C(C=C1)C(N(C)C)=O)C(=O)O)SC1=CC(=C(C=C1)Cl)Cl